(R,S)-1-(3-(2-(1H-pyrrolo[2,3-b]pyridin-3-yl)thiazol-4-yl)phenyl)-1-(1H-imidazol-2-yl)ethan-1-ol N1C=C(C=2C1=NC=CC2)C=2SC=C(N2)C=2C=C(C=CC2)[C@@](C)(O)C=2NC=CN2